N1=CNC2=NC=CC(=C21)N2CCN(C=1C=NC(=NC21)C2=NC(=CC=C2)C)C 8-(3H-imidazo[4,5-b]pyridin-7-yl)-5-methyl-2-(6-methylpyridin-2-yl)-5,6,7,8-tetrahydropteridine